1-Isocyanononane [N+](#[C-])CCCCCCCCC